methyl 4-fluoro-5-(3-(2-fluoro-4-(methoxycarbonyl)-5-nitrophenoxy) propoxy)-2-nitrobenzoate FC1=CC(=C(C(=O)OC)C=C1OCCCOC1=C(C=C(C(=C1)[N+](=O)[O-])C(=O)OC)F)[N+](=O)[O-]